C(C1=CC=CC=C1)OC1C(CCC(C1)(F)F)=O 2-(benzyloxy)-4,4-difluorocyclohexan-1-one